methyl (S)-2-((2-(2,6-difluoro-4-(methylcarbamoyl)phenyl)-5-methyl-1H-pyrrolo[2,3-b]pyridin-1-yl)methyl)morpholine-4-carboxylate FC1=C(C(=CC(=C1)C(NC)=O)F)C1=CC=2C(=NC=C(C2)C)N1C[C@H]1CN(CCO1)C(=O)OC